1-methyl-3-ethylimidazole diethyl-sulfate C(C)OS(=O)(=O)OCC.CN1CN(C=C1)CC